2-methylbutan-2-enedioic acid diethyl ester C(C)OC(C(=CC(=O)OCC)C)=O